(S)-2,2-dimethyl-1,3-dioxolane-4-methanol p-toluenesulfonate CC1=CC=C(C=C1)S(=O)(=O)OC[C@H]1OC(OC1)(C)C